methyl 4-(3-methoxy-6-methylpyridazin-4-yl)-6-methylnicotinate COC=1N=NC(=CC1C1=CC(=NC=C1C(=O)OC)C)C